N-[5-[5-[[(1R,4R,5R)-2-azabicyclo[2.2.1]heptan-5-yl]oxy]-2-cyano-4-pyridyl]pyrazolo[1,5-a]pyridin-2-yl]cyclopropanecarboxamide [C@H]12NC[C@H]([C@@H](C1)OC=1C(=CC(=NC1)C#N)C1=CC=3N(C=C1)N=C(C3)NC(=O)C3CC3)C2